N-(1-(2-(4-isopropyl-5-(8-methyl-[1,2,4]triazolo[1,5-a]pyridin-6-yl)-1H-pyrazol-3-yl)thiazol-5-yl)ethyl)-N-methylpropan-2-amine C(C)(C)C=1C(=NNC1C=1C=C(C=2N(C1)N=CN2)C)C=2SC(=CN2)C(C)N(C(C)C)C